FC[C@H]1CN(CCO1)C1=CC=C(N=N1)C1=C(C=C(C=C1C)C)O 2-[6-[(2R)-2-(fluoromethyl)morpholin-4-yl]pyridazin-3-yl]-3,5-dimethyl-phenol